6-(1,3-dioxo-1,3-dihydroisobenzofuran-5-yl)-4-(trifluoromethyl)phthalic anhydride O=C1OC(C2=CC(=CC=C12)C=1C=C(C=C2C1C(=O)OC2=O)C(F)(F)F)=O